4-CHLORO-3-FORMYL-2-THIOPHENEBORONIC ACID ClC=1C(=C(SC1)B(O)O)C=O